ClC1=C(C=CC=C1NC=1N=CC=C2C=C(C=NC12)CN1CCCC1)C1=C(C(=CC=C1)C=1SC2=C(N1)CN(C2)C(CN(C)CCO)=O)C (R)-1-((8-((2-Chloro-3'-(5-(N-(2-hydroxyethyl)-N-methylglycyl)-5,6-dihydro-4H-pyrrolo[3,4-d]thiazol-2-yl)-2'-methyl-[1,1'-biphenyl]-3-yl)amino)-1,7-naphthyridin-3-yl)methyl)pyrrolidin